BrC1=C(C=C(OCCCC2(CCN(CC2)CC(=O)OCC)O)C=C1)C ethyl 2-(4-(3-(4-bromo-3-methylphenoxy)propyl)-4-hydroxypiperidin-1-yl)acetate